CNC1=CC=C(C=C1)N1SC2=C(C1)C=CC=C2 2-(4'-methylaminophenyl)benzothiazoleN